CN1C(=NC2=C(C=C(C=C2C1=O)C)[C@@H](C)NC1=C(C=CC=C1)S(=O)(=O)NC)N1CCOCC1 (R)-2-((1-(3,6-dimethyl-2-morpholino-4-oxo-3,4-dihydroquinazolin-8-yl)ethyl)amino)-N-methylbenzenesulfonamide